1,2-Bis(4-formylphenoxy)ethane Methyl-4-bromo-3-methylpicolinate COC(C1=NC=CC(=C1C)Br)=O.C(=O)C1=CC=C(OCCOC2=CC=C(C=C2)C=O)C=C1